(S)-4-(4-amino-5-((5-(1-(tert-butoxycarbonyl)piperidin-2-yl)pyridin-3-yl)carbamoyl)-6-oxopyrimidin-1(6H)-yl)-3,5-dichlorobenzoic acid NC=1N=CN(C(C1C(NC=1C=NC=C(C1)[C@H]1N(CCCC1)C(=O)OC(C)(C)C)=O)=O)C1=C(C=C(C(=O)O)C=C1Cl)Cl